ClC=1C(=NC=C(C1)C(F)(F)F)C1=NC(=NO1)CN (5-(3-chloro-5-(trifluoromethyl)pyridin-2-yl)-1,2,4-oxadiazol-3-yl)methylamine